palladium maleate C(\C=C/C(=O)[O-])(=O)[O-].[Pd+2]